C(\C=C\CCC)(=O)N[C@@H](CC1=CC=CC=C1)C(=O)OCC Ethyl (E)-hex-2-enoyl-L-phenylalaninate